FC1=C(C(=CC(=C1)OCCCC1CCN(CC1)C1=NC=C(C=N1)CCC)F)CC(=O)N1CC(C1)CNCCNC(=O)NC(CO)(CO)CO 1-(2-(((1-(2-(2,6-difluoro-4-(3-(1-(5-propylpyrimidin-2-yl)piperidin-4-yl)propoxy)phenyl)acetyl)azetidin-3-yl)methyl)amino)ethyl)-3-(1,3-dihydroxy-2-(hydroxymethyl)propan-2-yl)urea